4,4',4''-(benzene-1,3,5-triyl-tris(biphenyl-4,4'-diyl))tribenzoate C1(=CC(=CC(=C1)C1=CC=C(C=C1)C1=CC=C(C=C1)C1=CC=C(C(=O)[O-])C=C1)C1=CC=C(C=C1)C1=CC=C(C=C1)C1=CC=C(C(=O)[O-])C=C1)C1=CC=C(C=C1)C1=CC=C(C=C1)C1=CC=C(C(=O)[O-])C=C1